1-((benzo[d]thiazol-2-ylamino)(1H-imidazol-2-yl)methyl)naphthalen-2-ol S1C(=NC2=C1C=CC=C2)NC(C2=C(C=CC1=CC=CC=C21)O)C=2NC=CN2